6-(1H-imidazol-1-yl)pyridin N1(C=NC=C1)C1=CC=CC=N1